tert-Butyl 4-oxo-3-phenylazepane-1-carboxylate O=C1C(CN(CCC1)C(=O)OC(C)(C)C)C1=CC=CC=C1